(((2-(5-oxopyrrolidin-2-yl)ethyl)amino)methyl)pyrrolo[2,1-f][1,2,4]triazin-4(3H)-one O=C1CCC(N1)CCNCC1=NN2C(C(N1)=O)=CC=C2